trans-isodecdienal C(\C=C\C=CCCC(C)C)=O